(2-(1-isobutyl-2,6-dioxopiperidin-3-yl)-1-oxoisoindolin-4-yl)carbamic acid tert-butyl ester C(C)(C)(C)OC(NC1=C2CN(C(C2=CC=C1)=O)C1C(N(C(CC1)=O)CC(C)C)=O)=O